C(C)(C)(C)OC(=O)NCCCNC(=O)C=1C=C(C(=O)NCCCNC(OC(C)(C)C)=O)C=C(C1)[N+](=O)[O-] tert-butyl N-[3-[[3-[3-(tert-butoxycarbonylamino)propylcarbamoyl]-5-nitro-benzoyl]amino]propyl]carbamate